ethyl 5-(1-aminoisoquinolin-5-yl)-3-(2-(2-ethoxy-2-oxoethyl) phenoxy)-2,3-dihydrospiro[indene-1,4'-piperidine]-1'-carboxylate NC1=NC=CC2=C(C=CC=C12)C=1C=C2C(CC3(CCN(CC3)C(=O)OCC)C2=CC1)OC1=C(C=CC=C1)CC(=O)OCC